C1(CC1)NC(=O)C=1C=C(C2=C(C(CO2)C2=C3C=CN(C3=CC=C2)CCO)C1)C(=O)NC N5-cyclopropyl-3-(1-(2-hydroxyethyl)-1H-indol-4-yl)-N7-methyl-2,3-dihydrobenzofuran-5,7-dicarboxamide